ClC=1C=C(OC[C@@H](C2=CC(=C(C=C2)F)Cl)NC(=O)[C@H]2NC(NC2)=O)C=CC1F |&1:6| (S)-N-((R and S)-2-(3-chloro-4-fluorophenoxy)-1-(3-chloro-4-fluorophenyl)ethyl)-2-oxoimidazolidine-4-carboxamide